CC1=CC(=NC2=CC=C(C=C12)C)O 4,6-dimethyl-2-hydroxyquinoline